(2,2,6,6-tetramethyl-4-piperidyl) 1,2,3,4-butanetetracarboxylate 2'-O-methyl-adenosine-3'-phosphorothioate P(O)(O)(=S)O[C@H]1[C@H]([C@@H](O[C@@H]1CO)N1C=NC=2C(N)=NC=NC12)OC.C(C(C(CC(=O)O)C(=O)O)C(=O)O)C(=O)OC1CC(NC(C1)(C)C)(C)C